lithium phenyl-2,4,6-trimethylbenzoyl phosphinate [PH2](OC(C1=C(C(=C(C=C1C)C)C1=CC=CC=C1)C)=O)=O.[Li]